2-Cyclopropyl-6-(4,4,5,5-tetramethyl-1,3,2-dioxaborolan-2-yl)indazole C1(CC1)N1N=C2C=C(C=CC2=C1)B1OC(C(O1)(C)C)(C)C